3-amino-3-(cyclohexyl)propionic acid NC(CC(=O)O)C1CCCCC1